[Fe].[As] arsenic-iron salt